2,3,3-trimethyl-2H-inden-1-one CC1C(C2=CC=CC=C2C1(C)C)=O